((1R,4R,7R)-7-amino-2-azabicyclo[2.2.1]hept-2-yl)(2-(1-(cyclopropylmethyl)-1,8-dihydropyrrolo[3,2-g]indol-2-yl)-7-fluoro-1-methyl-1H-benzo[d]imidazol-5-yl)methanone N[C@H]1[C@@H]2N(C[C@H]1CC2)C(=O)C2=CC1=C(N(C(=N1)C1=CC=3C=CC=4C=CNC4C3N1CC1CC1)C)C(=C2)F